C1(CCC(N1OC(=O)N1C(C=CC=C1)SSC(C1=CC=CC=C1)C)=O)=O N-succinimidyloxycarbonyl-α-methyl-α-(2-pyridyl-dithio)toluene